5-{6-[3-(tert-butylamino)pyrrolidin-1-yl]-1,8-naphthyridin-2-yl}-2-methylindazol-6-ol hydrochloride Cl.C(C)(C)(C)NC1CN(CC1)C=1C=C2C=CC(=NC2=NC1)C1=CC2=CN(N=C2C=C1O)C